ClC1=C(C(=O)N2CC3=CC=CC(=C3C2)NC(\C=C\CN(C)C)=O)C=CC(=C1)O (E)-N-(2-(2-Chloro-4-hydroxybenzoyl)isoindolin-4-yl)-4-(dimethylamino)but-2-enamide